(1R,3S)-3-(((S)-11-benzyl-1-(9H-fluoren-9-yl)-3,6,9,12,15-pentaoxo-2-oxa-4,7,10,13,16-pentaaza-heptadec-17-yl)oxy)cyclobutane-1-carboxylic acid C(C1=CC=CC=C1)[C@H](NC(CNC(CNC(OCC1C2=CC=CC=C2C=2C=CC=CC12)=O)=O)=O)C(NCC(NCOC1CC(C1)C(=O)O)=O)=O